4-Amino-3-NitroPyridine NC1=C(C=NC=C1)[N+](=O)[O-]